COC1=CC=C(CN(S(=O)(=O)C=2C=C(CCOC3=NC=CC(=C3)C3=C(C(=CC(=C3)F)C(C)C)CC(=O)O)C=CC2F)CC2=CC=C(C=C2)OC)C=C1 2-(2-(2-(3-(N,N-bis(4-methoxybenzyl)sulfamoyl)-4-fluorophenethoxy)pyridin-4-yl)-4-fluoro-6-isopropylphenyl)acetic acid